ClC=1C(=C2C=NNC2=C(C1F)CN1N=CC(=C1)C)C=1N=CC=2N(C1)C=C(N2)NC(=O)C2C(C2)F N-(6-(5-chloro-6-fluoro-7-((4-methyl-1H-pyrazol-1-yl)methyl)-1H-indazol-4-yl)imidazo[1,2-a]pyrazin-2-yl)-2-fluorocyclopropane-1-carboxamide